pentaundecyl-dipentaerythritol C(CCCCCCCCCC)C(C(C(O)(CCCCCCCCCCC)CCCCCCCCCCC)(C(O)(CCCCCCCCCCC)CCCCCCCCCCC)CO)OCC(CO)(CO)CO